7-bromo-6-chloro-1-(4-methoxybenzyl)-4-(trifluoromethyl)quinazolin BrC1=C(C=C2C(=NCN(C2=C1)CC1=CC=C(C=C1)OC)C(F)(F)F)Cl